CN(C1=CC(=CC=C1)C)C N,N-Dimethyl-3-methylanilin